[Te-2].[Ta+5].[Ni+2] nickel-tantalum telluride